C(C)OS(=O)(=O)[O-].C(C=C)(=O)OCC[N+](CC)(CC)CC acryloyloxyethyl-triethylammonium ethyl-sulfate